TERT-BUTYL (5-(8-AMINO-3-METHYLIMIDAZO[1,2-A]PYRIDIN-5-YL)-7-CYCLOPROPYL-7H-PYRROLO[2,3-D]PYRIMIDIN-4-YL)(TERT-BUTOXYCARBONYL)CARBAMATE NC=1C=2N(C(=CC1)C1=CN(C=3N=CN=C(C31)N(C(OC(C)(C)C)=O)C(=O)OC(C)(C)C)C3CC3)C(=CN2)C